C12(CC(C1)C2)C(=O)N2[C@H]([C@H]([C@H](C2)F)NS(=O)(=O)CC)CC=2C(=C(C=CC2)C2=CC(=CC(=C2)F)F)F N-{(2S,3R,4S)-1-(bicyclo[1.1.1]pentane-1-carbonyl)-4-fluoro-2-[(2,3',5'-trifluoro[1,1'-biphenyl]-3-yl)methyl]pyrrolidin-3-yl}-ethanesulfonamide